ClC=1C=C(C=C2C=CC(=NC12)N(C1=NC=CC(=C1)C(F)(F)F)CCCN1CCOCC1)OCCN1CCOCC1 8-chloro-6-(2-morpholinoethoxy)-N-(3-morpholinopropyl)-N-(4-(trifluoromethyl)pyridin-2-yl)quinolin-2-amine